NC=1C2=C(N=C(N1)Cl)N(C=C2Br)[C@H]2[C@@H]([C@@H]([C@H](C2)C2CCN(CC2)CCC2=CC=CC=C2)O)O (1R,2S,3R,5R)-3-{4-amino-5-bromo-2-chloropyrrolo[2,3-d]pyrimidin-7-yl}-5-[1-(2-phenylethyl)piperidin-4-yl]cyclopentane-1,2-diol